C(C(=O)OCCC(CC(=CCCC(C)C)C)C)(=O)OCC ethyl (3,5,9-trimethyldec-5-en-1-yl) oxalate